C(=O)O.C1(CCCC1)C1=NC=2C=C(C(=CC2C2=C1CCC2)OC)OCCCN2CCCC2 1-[3-({4-cyclopentyl-8-methoxy-1H,2H,3H-cyclopenta[c]quinolin-7-yl}oxy)propyl]pyrrolidine formate